OC1=C(C=CC(=C1)OC(C1=CC=CC=C1)=O)N1N=C2C(=N1)C=CC(=C2)Cl 2-(2'-hydroxy-4'-benzoyloxyphenyl)-5-chlorobenzotriazole